1,3-bis(iodomethyl)tetramethyldisiloxane IC[Si](O[Si](CI)(C)C)(C)C